2,5-dimethoxy-4-propylphenethyl-amine COC1=C(CCN)C=C(C(=C1)CCC)OC